C(C1=CC=CC=C1)OC(=O)NC1(CC2=C(SC(=C2)C(=O)O)C1)C 5-(benzyloxycarbonylamino)-5-methyl-5,6-dihydro-4H-cyclopenta[b]thiophene-2-carboxylic acid